BrC1=C(C(=C(C2=C1N=NS2)Br)F)F 4,7-Dibromo-5,6-difluoro-benzothiadiazole